C(C)(C)OCCN1C(NC(C(=C1)NC1=CC=CC=C1)=O)=S 1-(2-Isopropoxyethyl)-5-(phenylamino)-2-thioxo-2,3-dihydropyrimidin-4(1H)-one